BrCCCCCCCCCCCCCCCCBr 1,16-dibromohexadecane